3,3-(diphenyl)acrylonitrile C1=CC=C(C=C1)C(=CC#N)C2=CC=CC=C2